Cl.Cl.C(C1=CC=CC=C1)(=O)O benzoate dihydrochloride